tert-Butyl (3R)-3-[[7-(dimethylamino)-5-[2-methoxy-6-methyl-4-(trifluoromethyl)phenyl]-oxazolo[4,5-b]pyridin-2-yl]amino]piperidine-1-carboxylate CN(C1=C2C(=NC(=C1)C1=C(C=C(C=C1C)C(F)(F)F)OC)N=C(O2)N[C@H]2CN(CCC2)C(=O)OC(C)(C)C)C